OC1=C(C2=CC=CC=C2C=C1)CN1C(=NC=C1)C 1-(2-hydroxynaphthylmethyl)-2-methylimidazole